N-(3,4-dihydro-2H-benzo[b][1,4]dioxepin-7-yl)-3-(indolin-1-ylsulfonyl)benzamide O1C2=C(OCCC1)C=C(C=C2)NC(C2=CC(=CC=C2)S(=O)(=O)N2CCC1=CC=CC=C21)=O